(S)-N-(2-fluoroprop-2-en-1-ylidene)-2-methylpropane-2-sulfinamide FC(C=N[S@@](=O)C(C)(C)C)=C